C(C)(C)(C)OC(=O)N1CCC(C=C1)(OC)OC 4,4-dimethoxy-3,4-dihydro-2H-pyridine-1-carboxylic acid tert-butyl ester